C1(CC1)CN (cyclopropyl)methyl-amine